tert-butyl 3-((5-(7-cyano-1H-indol-3-yl)-3-methylpyrazin-2-yl)oxy)-3-methylpyrrolidine-1-carboxylate C(#N)C=1C=CC=C2C(=CNC12)C=1N=C(C(=NC1)OC1(CN(CC1)C(=O)OC(C)(C)C)C)C